N1C[C@H](CCC1)NC1=NC=C(C(=N1)C=1C=C(NC1)C1=CC=C(C#N)C=C1)C(F)(F)F 4-[4-(2-{[(3S)-piperidin-3-yl]amino}-5-(trifluoromethyl)pyrimidin-4-yl)-1H-pyrrol-2-yl]benzonitrile